4-(4-hydroxybutoxy)azobenzene OCCCCOC1=CC=C(C=C1)N=NC1=CC=CC=C1